BrC1=C(C=CC=C1)C1(N=C(C(=N1)C1=CC=CC=C1)C1=CC=CC=C1)C1(N=C(C(=N1)C1=CC=CC=C1)C1=CC=CC=C1)C1=C(C=CC=C1)Br 2,2'-bis(o-bromophenyl)-4,4',5,5'-tetraphenyl-biimidazole